C1(CCC1)NC1=NC(=NC=C1C(F)(F)F)NC1=C2C=NN(C2=CC=C1)CCS(=O)(=O)C N4-cyclobutyl-N2-(1-(2-(methylsulfonyl)ethyl)-1H-indazol-4-yl)-5-(trifluoromethyl)pyrimidine-2,4-diamine